4-[5-[bis(2-chloroethyl)amino]-1-methylbenzimidazol-2-yl]butanoic acid ClCCN(C1=CC2=C(N(C(=N2)CCCC(=O)O)C)C=C1)CCCl